BrC=1C=NN2C1N=C(C=C2)N2CCN(CC2)C(=O)O[C@@H]2CNC(C2)=O [(3S)-5-oxopyrrolidin-3-yl] 4-(3-bromopyrazolo[1,5-a]pyrimidin-5-yl)piperazine-1-carboxylate